ClC1=C2CN(C(C2=CC(=C1OC)CC1=CC=C(C=C1)N1N=CC=C1)=O)[C@H]1[C@@H](CCCC1)O |r| rac-4-chloro-2-(trans-2-hydroxycyclohexyl)-5-methoxy-6-(4-(1H-pyrazol-1-yl)benzyl)isoindolin-1-one